N-(5,6-difluoro-1H-indol-3-yl)-1-[5-methyl-6-(2,2,2-trifluoroethoxy)pyridin-3-yl]-1,2,3-triazole-4-carboxamide FC=1C=C2C(=CNC2=CC1F)NC(=O)C=1N=NN(C1)C=1C=NC(=C(C1)C)OCC(F)(F)F